(R/S)-tert-butyl N-(2-[[(4-[3,3-dimethyl-1-oxaspiro[4.5]decan-8-yl]-1-(oxacyclohex-2-yl)-1H-pyrazol-3-yl) methyl] (methyl) amino] ethyl)-N-methylcarbamate CC1(COC2(C1)CCC(CC2)C=2C(=NN(C2)[C@@H]2OCCCC2)CN(CCN(C(OC(C)(C)C)=O)C)C)C |r|